[Si](C1=CC=CC=C1)(C1=CC=CC=C1)(C(C)(C)C)OCC(CN)C 3-((tert-butyldiphenylsilyl)oxy)-2-methylpropan-1-amine